C(C1=CC=CC=C1)OC(CN(S(=O)(=O)C1=C(C=CC=C1)[N+](=O)O)C[C@H]1OCCCC1)=O (S)-N-(2-(N-(2-(benzyloxy)-2-oxoethyl)-N-((tetrahydro-2H-pyran-2-yl)methyl)sulfamoyl)phenyl)-N-oxohydroxylammonium